ethynyl-6-fluoro-4-(4,4,5,5-tetramethyl-1,3,2-dioxaborolan-2-yl)naphthalen-2-amine C(#C)C1=C(C=C(C2=CC(=CC=C12)F)B1OC(C(O1)(C)C)(C)C)N